C(C=1C(=O)N(C(C1)=O)C(N)=O)C=1C(=O)N(C(C1)=O)C(N)=O methylenebis(N-carbamoyl-maleimide)